[2-(2-{2-[2-(2-amino-ethoxy)-ethoxy]-ethoxy}-ethoxy)-ethyl]-carbamic acid tert-butyl ester C(C)(C)(C)OC(NCCOCCOCCOCCOCCN)=O